BrC1=CC=C(C=C1)NC(=S)N1C=COC2=C1C=CC=C2 N-(4-bromophenyl)-1,4-benzoxazine-4-thiocarboxamide